(E) and (Z)-methyl-2-methyl-8-(naphthalen-1-ylmethyl)-6-oxo-7-(prop-1-en-1-yl)-9-(3-(trifluoromethyl)phenyl)-3,4-dihydro-2H,6H-pyrido[1,2-e][1,2,5]thiadiazine-4-carboxylate 1,1-dioxide CC1N(S(C=2N(C1C(=O)[O-])C(C(=C(C2C2=CC(=CC=C2)C(F)(F)F)CC2=CC=CC1=CC=CC=C21)C=CC)=O)(=O)=O)C